CS(=O)(=O)C1=CC=C(C=C1)CC(=O)O 4-Methanesulfonyl-phenylacetic acid